BrC1=C(COC2=C3C(C=C(OC3=CC=C2)C(=O)N[C@H](C(=O)NCCC2=CNC3=CC=C(C=C23)O)CC2=CC=CC=C2)=O)C=CC=C1 (S)-5-((2-bromobenzyl)oxy)-N-(1-((2-(5-hydroxy-1H-indol-3-yl)ethyl)amino)-1-oxo-3-phenylpropan-2-yl)-4-oxo-4H-chromene-2-carboxamide